Triethylammonium ((2R,3R,5R)-5-(4-((((5,7-dibromobenzofuran-2-yl)methoxy)carbonyl)-amino)-2-oxopyrimidin-1(2H)-yl)-4,4-difluoro-3-hydroxytetra-hydrofuran-2-yl)methyl-hydrogenphosphate BrC=1C=C(C2=C(C=C(O2)COC(=O)NC2=NC(N(C=C2)[C@H]2C([C@@H]([C@H](O2)COP(=O)(O)[O-])O)(F)F)=O)C1)Br.C(C)[NH+](CC)CC